FC1(C(C1)C(=O)NC1=NN2C(C=C(C=C2)C2=CC(=NC=C2OC[C@@H]2N(CC2)C)C)=C1)F 2,2-difluoro-N-[5-[2-methyl-5-[[(2R)-1-methylazetidin-2-yl]methoxy]-4-pyridyl]pyrazolo[1,5-a]pyridin-2-yl]cyclopropanecarboxamide